C(=O)O.C(C)OCCN1N=C(C(=C1)NC(=O)C=1OC(=CC1)C=1C=NN(C1)C)C1=NC=CC=C1 N-(1-(2-ethoxyethyl)-3-(pyridin-2-yl)-1H-pyrazol-4-yl)-5-(1-methyl-1H-pyrazol-4-yl)furan-2-carboxamide formate